CC1=C(C=C2/C(/C(N(C2=C1)C1=CC=C(C=C1)S(=O)(=O)C)=O)=C/C1=NC(=C(C=C1)[N+](=O)[O-])N1C=CCC1)C#N (Z)-6-methyl-1-(4-(methylsulfonyl)phenyl)-3-((5-nitro-6-(pyrrolin-1-yl)pyridin-2-yl)methylene)-2-oxoindoline-5-carbonitrile